CC1=C(NC2=CC(=CC=C12)C(=O)O)C=1C=C(C=2N(C1)N=CN2)C 3-methyl-2-(8-methyl-[1,2,4]triazolo[1,5-a]pyridin-6-yl)-1H-indole-6-carboxylic acid